1-(5-isoquinolinesulfonyl)piperazine hydrochloride Cl.C1=NC=CC=2C(=CC=CC12)S(=O)(=O)N1CCNCC1